(6-bromo-naphthalen-2-yloxy)-acetic acid ethyl ester C(C)OC(COC1=CC2=CC=C(C=C2C=C1)Br)=O